ClC1=C(C(=O)NC2=CC(=C(C=C2)Cl)C2=NC=CC=C2)C=CC(=C1)CN(C)C 2-Chloro-N-(4-Chloro-3-(Pyridin-2-Yl)Phenyl)-4-((Dimethylamino)Methyl)Benzamide